heptacosanate C(CCCCCCCCCCCCCCCCCCCCCCCCCC)(=O)[O-]